NC1=C(C=C(N=N1)C1=C(C=CC=C1)O)C=1C=NN(C1)C1CCNCC1 2-(6-amino-5-(1-(piperidin-4-yl)-1H-pyrazol-4-yl)pyridazin-3-yl)phenol